3-Hydroxypyrrole OC1=CNC=C1